heptacyclo[8.7.0.13,6.110,17.112,15.02,7.011,16]-4-eicosene C12C3C4C=CC(C3CCC23C2C5CCC(C2C1C3)C5)C4